[Fe].[Mn].[Co].[Ni].[Pb] lead nickel cobalt manganese iron